(methoxymethyl)(ethyl)amine COCNCC